Tert-butyl 4-bromo-2-hydroxybenzylcarbamate BrC1=CC(=C(CNC(OC(C)(C)C)=O)C=C1)O